2,4-dichloro-6-(2,3-dimethylbenzyl)-6,7-dihydro-5H-pyrrolo[3,4-d]pyrimidine ClC=1N=C(C2=C(N1)CN(C2)CC2=C(C(=CC=C2)C)C)Cl